2-oxo-2-((1-(4-(trifluoromethyl)phenyl)ethyl)amino)acetic acid O=C(C(=O)O)NC(C)C1=CC=C(C=C1)C(F)(F)F